FC(C(OCCOCC(F)(F)F)F)(F)F 1,1,1,2-tetrafluoro-2-(2-(2,2,2-trifluoroethoxy)ethoxy)ethane